[Cl-].FC1=C(C=CC=C1)PC1=C(C=CC=C1)F di(2-fluorophenyl)phosphine chloride